O=C1N(C(C2=CC=CC=C12)=O)CCCC#N 4-(1,3-dioxoisoindolin-2-yl)butyronitrile